6-(1-(3-Chloropyridin-2-yl)-3-methoxy-1H-pyrazol-5-carboxamido)-5-methyl-N-((tetrahydro-2H-pyran-4-yl)methyl)pyrazolo[1,5-a]pyridin-7-carboxamid ClC=1C(=NC=CC1)N1N=C(C=C1C(=O)NC=1C(=CC=2N(C1C(=O)NCC1CCOCC1)N=CC2)C)OC